FC1(C(C1)C(=O)N1CCC(CC1)C=1C=C2C(=C(NC2=CC1)C1=CC(=NC(=C1)C)C)C(C)C)F (2,2-difluorocyclopropyl)(4-(2-(2,6-dimethylpyridin-4-yl)-3-isopropyl-1H-indol-5-yl)piperidin-1-yl)methanone